(S)-N-((R)-bicyclo[2.2.1]heptan-1-yl(4-chlorophenyl)methyl)-2-oxooxazolidine-5-carboxamide C12(CCC(CC1)C2)[C@@H](NC(=O)[C@@H]2CNC(O2)=O)C2=CC=C(C=C2)Cl